N,N,N-tri(2-hydroxypropyl)amine OC(CN(CC(C)O)CC(C)O)C